ClC1=C(C(=CC=C1)F)C1=NN(C2=CC(=C(C=C2C1=O)F)N1N=C(N(C1=O)CC)CO)C(C(F)(F)F)C 3-(2-chloro-6-fluorophenyl)-7-(4-ethyl-3-(hydroxymethyl)-5-oxo-4,5-dihydro-1H-1,2,4-triazol-1-yl)-6-fluoro-1-(1,1,1-trifluoropropan-2-yl)cinnolin-4(1H)-one